tert-butyl (R)-3-(N-(8-methylisoquinolin-1-yl)-4-(2-methylpyridin-4-yl)piperidine-1-carboxamido)-piperidine-1-carboxylate CC=1C=CC=C2C=CN=C(C12)N(C(=O)N1CCC(CC1)C1=CC(=NC=C1)C)[C@H]1CN(CCC1)C(=O)OC(C)(C)C